[Mn].[Mg].[Al].F[C].[Al] aluminum fluorocarbon aluminum magnesium manganese